phenylsulphonium hexafluoroantimonate F[Sb-](F)(F)(F)(F)F.C1(=CC=CC=C1)[SH2+]